O1CCN(CC1)C1=C(CN2CC3(C2)CCN(CC3)C(=O)OC(C(F)(F)F)C(F)(F)F)C=CC=C1 1,1,1,3,3,3-Hexafluoropropan-2-yl 2-(2-morpholinobenzyl)-2,7-diazaspiro[3.5]nonane-7-carboxylate